3-((4-(4-chlorophenyl)-2-methylpiperazin-1-yl)methyl)-N-methyl-N-(piperidin-1-ylmethyl)-4-(trifluoromethyl)aniline ClC1=CC=C(C=C1)N1CC(N(CC1)CC=1C=C(N(CN2CCCCC2)C)C=CC1C(F)(F)F)C